(S)-2-amino-3-(5-((6-methyl-1,2,4,5-tetrazin-3-ylamino)methyl)pyridin-2-yl)propionic acid N[C@H](C(=O)O)CC1=NC=C(C=C1)CNC=1N=NC(=NN1)C